Dimethyl 10-bromo-5-(4-fluorophenyl)-8H-benzo[e]pyrrolo[1,2-a][1,2,3]triazolo[5,1-c][1,4]diazepine-4,6-dicarboxylate BrC1=CC2=C(N3C(C=4N(C2)C(=C(C4C(=O)OC)C4=CC=C(C=C4)F)C(=O)OC)=CN=N3)C=C1